2-(((1s,4s)-4-((phenyl(m-tolyl)carbamoyloxy)methyl)cyclohexyl)methoxy)acetic acid C1(=CC=CC=C1)N(C(=O)OCC1CCC(CC1)COCC(=O)O)C=1C=C(C=CC1)C